methyl 5-formyl-6-methoxynicotinate C(=O)C=1C(=NC=C(C(=O)OC)C1)OC